CC(C(CC=O)=O)(C)C 4,4-dimethyl-1,3-pentanedione